[6-(2-chloro-5-fluorophenyl)-3-(cyclopropylmethylene)-2-methyl-8-oxo-7,8-dihydro-6H-pyrrolo[4,3-g]indazol-5-yl]-3-fluoro-5-(trifluoromethyl)benzamide ClC1=C(C=C(C=C1)F)C1NC(C=2C1=C(C=C1C(N(NC21)C)=CC2CC2)C2=C(C(=O)N)C=C(C=C2F)C(F)(F)F)=O